4-(N-tert-butoxycarbonyl-2-aminoisobutyramido)-3-fluoro-2-(trifluoromethyl)benzonitrile C(C)(C)(C)OC(=O)N(C(C(C)(C)N)=O)C1=C(C(=C(C#N)C=C1)C(F)(F)F)F